2-Methoxy-4-p-tolyl-5H-indeno[1,2-b]pyridine-3-carbonitrile COC1=C(C(=C2C(=N1)C1=CC=CC=C1C2)C2=CC=C(C=C2)C)C#N